N-(2-ethylcyclohexyl)-4-(1H-imidazol-1-yl)picolinamide C(C)C1C(CCCC1)NC(C1=NC=CC(=C1)N1C=NC=C1)=O